C1(=CC=C(C=C1)C)C=1BC=CC1 cresyl-borol